3-(3-amino-1-(2-((6-amino-9H-purin-9-yl)methyl)-3-bromo-5-chlorophenyl)pyrrolidin-3-yl)propanamide NC1(CN(CC1)C1=C(C(=CC(=C1)Cl)Br)CN1C2=NC=NC(=C2N=C1)N)CCC(=O)N